N1=C(SC2=C1C1=C(C=C2)OCC1)N1C(N[C@H]2CN([C@H](C[C@H]21)C)C)=O (3aS,6S,7aR)-1-(7,8-dihydrofuro[3,2-e][1,3]benzothiazol-2-yl)-5,6-dimethyloctahydro-2H-imidazo[4,5-c]pyridin-2-one